FC(OC=1C=C(C=C(C1)F)C1=CC=C2C(N(CN(C2=C1)S(=O)(=O)C1=CC(=CC=C1)C(F)(F)F)CCS(=O)(=O)C)=O)F 7-(3-(difluoromethoxy)-5-fluorophenyl)-3-(2-(methylsulfonyl)ethyl)-1-((3-(trifluoromethyl)phenyl)sulfonyl)-2,3-dihydroquinazolin-4(1H)-one